6-(1-(2,2-difluoroethyl)-4-(4-fluoro-phenyl)-1H-imidazol-5-yl)-3-(difluoro-methyl)imidazo[1,2-b]pyridazine FC(CN1C=NC(=C1C=1C=CC=2N(N1)C(=CN2)C(F)F)C2=CC=C(C=C2)F)F